COC(=O)C1=CC(=NC=C1C)C(F)(F)F 5-methyl-2-(trifluoromethyl)pyridine-4-carboxylic acid methyl ester